bromothioacetanilide BrCC(=S)NC1=CC=CC=C1